C(C1=CC=CC=C1)N(CCC=1C(=NC(=NC1)Cl)NC=1C=C(C=CC1)NC(OC(C)(C)C)=O)C(=O)Cl tert-butyl (3-((5-(2-(benzyl(chlorocarbonyl)amino)ethyl)-2-chloropyrimidin-4-yl)amino)phenyl)carbamate